2'-((6-(pyrrolidin-3-ylamino)pyrimidin-4-yl)amino)spiro[cyclohexane-1,4'-thieno[2,3-c]pyrrol]-6'(5'H)-one N1CC(CC1)NC1=CC(=NC=N1)NC1=CC2=C(C(NC23CCCCC3)=O)S1